ClC=1C=C(CNCCCCNCCNC2=NC3=C(C4=CN=CC=C24)C=CC(=C3)C(=O)N)C=CC1F 5-((2-((4-((3-Chloro-4-fluorobenzyl)amino)butyl)amino)ethyl)amino)benzo[c][2,6]naphthyridine-8-carboxamide